CN1C(C=2C(C1=O)=C(C(=C(C2F)F)F)F)=O N-methyl-3,4,5,6-tetrafluorophthalimide